L-alanine 2,5-dioxopyrrolidin-1-yl ester O=C1N(C(CC1)=O)OC([C@@H](N)C)=O